methyl-(6-aminocaproyl)-L-lysine CN([C@@H](CCCCN)C(=O)O)C(CCCCCN)=O